C(CCCCCC)[N+]1=CC=C(C=C1)C1=CC=NC=C1 1-heptyl-4-(4-pyridyl)pyridinium